NC1=NC=C(C(=N1)C=1C=NN(C1)CC(CC)(O)C)C(F)(F)F 1-(4-(2-amino-5-(trifluoromethyl)pyrimidin-4-yl)-1H-pyrazol-1-yl)-2-methylbutan-2-ol